NC1CC(N(C1)C1=CC=C(C=C1)S(=O)(=O)N1CCN(CC1)C1=NC(=CC(=C1)C1(CC1)C1=CC=CC=C1)Cl)=O 4-amino-1-[4-[4-[6-chloro-4-(1-phenylcyclopropyl)-2-pyridyl]piperazin-1-yl]sulfonyl-phenyl]pyrrolidin-2-one